CC1=C(C=NC=2OCCNC21)N2CC=1N=C(N=CC1CC2)NC=2C=CC(=C(C2)CO)C2CCN(CC2)C (5-((7-(8-methyl-2,3-dihydro-1H-pyrido[2,3-b][1,4]oxazin-7-yl)-5,6,7,8-tetrahydropyrido[3,4-d]pyrimidin-2-yl)amino)-2-(1-methylpiperidin-4-yl)phenyl)methanol